ClC=1C=C(C=CC1Cl)C=1N=C(SC1SC(C)C)N1N=C(C(=C1C(=O)O)C=1SC(=NN1)C)C 1-(4-(3,4-dichlorophenyl)-5-(isopropylthio)thiazol-2-yl)-3-methyl-4-(5-methyl-1,3,4-thiadiazol-2-yl)-1H-pyrazole-5-carboxylic acid